[N+](=O)([O-])C1=CC=C(OC2C#CCCCCC2)C=C1 3-(4-nitrophenoxy)cycloocta-1-yne